ClC=1C=C(C=CC1F)C1=NNC2=NC(=CN=C21)N2CCC(CC2)(C)CN (1-(3-(3-Chloro-4-fluorophenyl)-1H-pyrazolo[3,4-b]-pyrazin-6-yl)-4-methylpiperidin-4-yl)methanamine